3-(N-((2,4-dimethoxybenzyl)oxy)-5-ethyl-2-methoxyphenylsulphonamido)benzo[d]isoxazole-7-carboxylic acid methyl ester COC(=O)C1=CC=CC=2C(=NOC21)N(S(=O)(=O)C2=C(C=CC(=C2)CC)OC)OCC2=C(C=C(C=C2)OC)OC